δ-methylvalerolactone CC1CCCC(=O)O1